1-(3-chloro-2-fluorobenzyl)-2-(difluoromethyl)-4-((3-fluoro-6-(thiazol-2-ylamino)pyridin-2-yl)methyl)piperidine-4-carboxylic acid ClC=1C(=C(CN2C(CC(CC2)(C(=O)O)CC2=NC(=CC=C2F)NC=2SC=CN2)C(F)F)C=CC1)F